4-(difluoromethyl)-N-[4-fluoro-2-[(3S)-3,4-dimethylpiperazin-1-yl]-5-[6-[(2R)-2-methylmorpholin-4-yl]pyridin-3-yl]phenyl]-1-methyl-6-oxopyridine-3-carboxamide FC(C=1C(=CN(C(C1)=O)C)C(=O)NC1=C(C=C(C(=C1)C=1C=NC(=CC1)N1C[C@H](OCC1)C)F)N1C[C@@H](N(CC1)C)C)F